C(C)(=O)O[C@@H]1COC2=C1C=C(C=C2S(NC2=C(C(=C(C=C2)F)C=2C=C1C=NC(=NC1=C(C2)F)NC2CCNCC2)F)(=O)=O)Cl (3S)-5-chloro-7-({2,4-difluoro-3-[8-fluoro-2-(piperidin-4-ylamino) quinazolin-6-yl] phenyl} sulfamoyl)-2,3-dihydro-1-benzofuran-3-yl acetate